5-bromo-2-(3,4-difluoro-2-methoxy-phenoxy)-N-pyridazin-4-yl-pyridine-3-carboxamid BrC=1C=C(C(=NC1)OC1=C(C(=C(C=C1)F)F)OC)C(=O)NC1=CN=NC=C1